tertiary-butylcatechol C(C)(C)(C)C1=C(C(O)=CC=C1)O